NC=1C2=C(N=CN1)N(C=C2F)[C@@H]2C=C([C@H]1OC(O[C@H]12)(C)C)CCC1=CC=C2C=C(C(=NC2=C1)NCC1=CC=C(C=C1)OC)Br 7-(2-((3aS,4R,6aR)-4-(4-amino-5-fluoro-7H-pyrrolo[2,3-d]pyrimidin-7-yl)-2,2-dimethyl-3a,6a-dihydro-4H-cyclopenta[d][1,3]dioxol-6-yl)ethyl)-3-bromo-N-(4-methoxybenzyl)quinolin-2-amine